FC1(CC(C1)COC=1C=NC=2CCN(CC2C1)C=1C(=C(C=2N(N1)C=NN2)C)C)F 3-((3,3-difluorocyclobutyl)methoxy)-6-(7,8-dimethyl-[1,2,4]triazolo[4,3-b]pyridazin-6-yl)-5,6,7,8-tetrahydro-1,6-naphthyridine